ClC=1C(N(C(=CC1OC([2H])([2H])C1=C(C=C(C=C1)F)F)C)C1=CC(=NC=C1C)N1N=C(C=C1)S(=O)(=O)C)=O (R)-3-chloro-4-((2,4-difluorophenyl)methoxy-d2)-5',6-Dimethyl-2'-(3-(methylsulfonyl)-1H-pyrazol-1-yl)-2H-[1,4'-bipyridine]-2-one